FC1=CC(=C(OC2=C(C=C3C(=N2)CCC3)C(=O)NC3=CC(=CC=C3)S(=O)(=O)C)C=C1)OC 2-(4-fluoro-2-methoxy-phenoxy)-N-(3-methylsulfonylphenyl)-6,7-dihydro-5H-cyclopenta[b]pyridine-3-carboxamide